5-(2,3-dimethylphenyl)-1,3-cyclohexanedione CC1=C(C=CC=C1C)C1CC(CC(C1)=O)=O